N-(3-methyl-1-(3-(trifluoromethyl)phenyl)-1H-pyrrolo[2,3-b]pyridin-5-yl)acrylamide CC1=CN(C2=NC=C(C=C21)NC(C=C)=O)C2=CC(=CC=C2)C(F)(F)F